C1=NC=CC2=C(C=CC=C12)OC1=CN=C(N=N1)N1CCC2(CC1)[C@@H](C1=CC=CC=C1C2)N[S@](=O)C(C)(C)C (R)-N-((S)-1'-(6-(isoquinolin-5-yloxy)-1,2,4-triazin-3-yl)-1,3-dihydrospiro[inden-2,4'-piperidin]-1-yl)-2-methylpropan-2-sulfinamide